3-[5-(azetidin-1-ylmethyl)-2-thienyl]-5-(trifluoromethyl)-1,2,4-oxadiazole N1(CCC1)CC1=CC=C(S1)C1=NOC(=N1)C(F)(F)F